diethyl ((6-bromo-2-(3-sulfamoylpropoxy)quinazolin-7-yl)difluoromethyl)phosphonate 2,2,2-trifluoroacetate FC(C(=O)O)(F)F.BrC=1C=C2C=NC(=NC2=CC1C(F)(F)P(OCC)(OCC)=O)OCCCS(N)(=O)=O